[Si](C)(C)(C(C)(C)C)O[C@@H]([C@H](CC1=NC2=C(N1)C=CC(=C2)C(=O)OC)OC2CCCC2)C2=CC(=C(C(=C2)OC)C)OC methyl 2-[(2S,3R)-3-[tert-butyl (dimethyl) silyl] oxy-2-(cyclopentoxy)-3-(3,5-dimethoxy-4-methyl-phenyl) propyl]-1H-benzimidazole-5-carboxylate